1-METHYL-N-(1-(4-(TRIFLUOROMETHYL)PYRIDIN-2-YL)-1H-PYRAZOL-4-YL)-1H-INDAZOLE-7-SULFONAMIDE CN1N=CC2=CC=CC(=C12)S(=O)(=O)NC=1C=NN(C1)C1=NC=CC(=C1)C(F)(F)F